Bis(4-cyanatophenyl) keton O(C#N)C1=CC=C(C=C1)C(=O)C1=CC=C(C=C1)OC#N